C(C)(C)(C)C1=C(C=C(C=C1)N1C(C2=CC=CC=C2[C@@H]([C@H]1C1=CC2=C(OCCO2)C=C1)C(=O)N)=O)Cl |o1:18,19| (3S,4S) or (3R,4R)-2-(4-tert-butyl-3-chlorophenyl)-3-(2,3-dihydro-1,4-benzodioxin-6-yl)-1-oxo-1,2,3,4-tetrahydroisoquinoline-4-carboxamide